CC(C)CCC(C(CCCC)C)C 2,5,6-trimethyl-Decane